C(=CCC)(O)O butene-diol